Sulfanol SO